C1(CCC1)C1=C(C=NC=2N1N=CC2)NC(=O)NC=2C(=NN(C2)CCCCCN2CCN(CC2)C=2C=C1CN(C(C1=CC2)=O)C2C(NC(CC2)=O)=O)C(F)(F)F 1-(7-cyclobutylpyrazolo[1,5-a]pyrimidin-6-yl)-3-[1-[5-[4-[2-(2,6-dioxo-3-piperidyl)-1-oxo-isoindolin-5-yl]piperazin-1-yl]pentyl]-3-(trifluoromethyl)pyrazol-4-yl]urea